tert-butyl-3-((4-(2,2-difluoro-7-((5-methoxy-7-methyl-1H-indol-4-yl)methyl)-7-azaspiro[3.5]nonan-6-yl)benzamido)methyl)azetidine-1-carboxylate C(C)(C)(C)OC(=O)N1CC(C1)CNC(C1=CC=C(C=C1)C1CC2(CC(C2)(F)F)CCN1CC1=C2C=CNC2=C(C=C1OC)C)=O